N1=CN=CC(=C1)C1=CNC2=NC=CC(=C21)N2C[C@]1(CCCCN1)CCC2 (6S)-8-(3-pyrimidin-5-yl-1H-pyrrolo[2,3-b]pyridin-4-yl)-1,8-diazaspiro[5.5]undecane